3-Methyl-N-((S)-1-(((S)-4-methyl-1-oxo-1-(((S)-1-oxo-3-((S)-2-oxopiperidin-3-yl)propan-2-yl)amino)pentan-2-yl)amino)-3-(naphthalen-1-yl)-1-oxopropan-2-yl)thiophene-2-carboxamide CC1=C(SC=C1)C(=O)N[C@H](C(=O)N[C@H](C(N[C@H](C=O)C[C@H]1C(NCCC1)=O)=O)CC(C)C)CC1=CC=CC2=CC=CC=C12